N[C@@H](CCC(=O)OC(C)(C)C)C(=O)OC(C)(C)C 2-methylpropan-2-yl (4S)-4-amino-5-[(2-methylprop-2-yl) oxy]-5-oxopentanoate